CC1(N(CC1OC1=NN(C=C1[N+](=O)[O-])C)C(C)O)C 1-(2,2-dimethyl-3-((1-methyl-4-nitro-1H-pyrazol-3-yl)oxy)azetidin-1-yl)ethanol